(3E)-4-(3-fluoro-4-methoxyphenyl)but-3-en-1-amine FC=1C=C(C=CC1OC)/C=C/CCN